1-methyl-3-spiro[3.3]hept-2-yl-urea CNC(=O)NC1CC2(C1)CCC2